C1(CC1)C(=CCCC1=CC=CC=C1)C1=CC=C(C=C1)OC 1-(1-cyclopropyl-4-phenyl-1-buten-1-yl)-4-methoxybenzene